α-glycidoxyethylmethyl-dimethoxysilane C(C1CO1)OC(C)[Si](OC)(OC)C